OCCN1C(C=CC=C1)=O 1-(2-hydroxyethyl)pyridin-2-one